BrC1=C(C(=C2C(NC(=NC2=C1)N1CCOCC1)=O)F)Cl 7-bromo-6-chloro-5-fluoro-2-morpholinoquinazolin-4(3H)-one